C(C1CO1)OC(C(CCCCCC)(C)C)=O glycidyl-2,2-dimethyloctanoate